COC=1C=C(C=C(C1OC)OC)CC(C)=O 3,4,5-trimethoxyphenylpropanone